CN(C1=NC=CC=C1CNC1=NC(=NC=C1C(F)(F)F)NC=1C=C(C(=O)NC2(CC2)CCC)C=CC1)S(=O)(=O)C 3-({4-[({2-[methyl(methylsulfonyl)amino]pyridin-3-yl}methyl)amino]-5-(trifluoromethyl)pyrimidin-2-yl}amino)-N-(1-propylcyclopropyl)benzamide